C1(=CC=CC=C1)C=1C=2C3=C(C(=C(C4=C5C(=C(C(=C6C7=C(C(C(=C8C9=C(C1N8)C=CC=C9)C9=CC=CC=C9)=N6)C=CC=C7)C7=CC=CC=C7)N4)C=CC=C5)C5=CC=CC=C5)N2)C=CC=C3.[Pt+2] platinum(II) tetraphenyl-tetrabenzoporphyrin